C(C1=CC=CC=C1)N1CC(CC1)NC(=O)C=1C(=NC(=NC1)NC1=CC2=C(C(OC2(C)C)=O)C=C1)N[C@H](CO)C1=CC=CC=C1 N-(1-Benzylpyrrolidin-3-yl)-2-[(3,3-dimethyl-1-oxo-1,3-dihydro-2-benzofuran-5-yl)amino]-4-{[(1S)-2-hydroxy-1-phenylethyl]amino}pyrimidine-5-carboxamide